1-methyl-N2-(4-phenoxyphenyl)benzene-1,2-diamine CC1(C(C=CC=C1)NC1=CC=C(C=C1)OC1=CC=CC=C1)N